[N+](=O)([O-])C1=CC=C(OC(=O)O[C@H](CCC(=O)OCC2=CC=CC=C2)CCCCCC)C=C1 benzyl (S)-4-(((4-nitrophenoxy)carbonyl)oxy)decanoate